(1R,2S,5S)-N-{(2S)-1-amino-1-oxo-3-[(3S)-2-oxopyrrolidin-3-yl]propan-2-yl}-3-[2-amino-3-(trifluoromethyl)pentanoyl]-6,6-dimethyl-3-azabicyclo[3.1.0]hexane-2-carboxamide, hydrochloride Cl.NC([C@H](C[C@H]1C(NCC1)=O)NC(=O)[C@@H]1[C@H]2C([C@H]2CN1C(C(C(CC)C(F)(F)F)N)=O)(C)C)=O